(S)-tetrahydrofuran-formic acid O1[C@@H](CCC1)C(=O)O